1-(2,6-dichlorophenyl)-4-((4-(4-(2,2-difluoroethyl)-4H-1,2,4-triazol-3-yl)phenyl)amino)-1H-pyrazole-3-carboxamide ClC1=C(C(=CC=C1)Cl)N1N=C(C(=C1)NC1=CC=C(C=C1)C1=NN=CN1CC(F)F)C(=O)N